BrC=1C(=C(C=C(C1)Br)C(C)(C)C1=C(C(=CC(=C1)Br)Br)OCCOC(C(=C)C)=O)OCCOC(C(=C)C)=O 2,2-bis[3,5-dibromo(methacryloyloxyethoxy)phenyl]propane